S1N=NC=C1C1=CC(=C2C(=N1)NN=C2)NCCOCCCCNCC=2C=C(C=C(C2)OC(F)(F)F)CCO 2-(3-(((4-(2-((6-(1,2,3-thiadiazol-5-yl)-1H-pyrazolo[3,4-b]pyridin-4-yl)amino)ethoxy)butyl)amino)methyl)-5-(trifluoromethoxy)phenyl)ethan-1-ol